2-[6-[4-(trifluoromethylsulfonimidoyl)benzyl]-2-azaspiro[3.3]heptane-2-carbonyl]-2,5-diazaspiro[3.4]octan-6-one FC(S(=O)(=N)C1=CC=C(CC2CC3(CN(C3)C(=O)N3CC4(C3)NC(CC4)=O)C2)C=C1)(F)F